3-nitro-1-(2-nitro-3,4-dioxo-3,4-dihydronaphthalen-1-yl)-1H-pyrrole-2,5-dione [N+](=O)([O-])C=1C(N(C(C1)=O)C1=C(C(C(C2=CC=CC=C12)=O)=O)[N+](=O)[O-])=O